5-(4-((3-(2,6-dioxopiperidin-3-yl)-1-methyl-1H-indazol-7-yl)oxy)piperidine-1-carbonyl)furan-3-carbonitrile O=C1NC(CCC1C1=NN(C2=C(C=CC=C12)OC1CCN(CC1)C(=O)C1=CC(=CO1)C#N)C)=O